BrC=1C=C2C=CN(C2=CC1C)COCC[Si](C)(C)C 5-bromo-6-methyl-1-((2-(trimethylsilyl)ethoxy)methyl)-1H-indole